C1(CC1)C(=O)C=1N=C2N(N1)[C@@H](C[C@@H]2F)C2CC2 Cyclopropyl-[(5s,7s)-5-cyclopropyl-7-fluoro-6,7-dihydro-5H-pyrrolo[1,2-b][1,2,4]triazol-2-yl]methanone